imidophosphoric acid amide P(N)(O)(O)=N